C1(CC1)[C@]1(C(N(C[C@H]1C)C=1C=2N(C=CN1)N=C(C2)C=2C=NN(C2)C)=O)C#N (3R,4S)-3-cyclopropyl-4-methyl-1-(2-(1-methyl-1H-pyrazol-4-yl)pyrazolo[1,5-a]pyrazin-4-yl)-2-oxopyrrolidine-3-carbonitrile